4-methyl-3-(trifluoromethyl)-1H-1,2,4-triazol-5-one CN1C(=NNC1=O)C(F)(F)F